ClC(C(=O)N(CC1C(NCC1)=O)NC(=O)[C@H](CC(C)C)NC(=O)C1=NC2=C(N1)C=CC=C2)F |r| N-[rac-(1S)-1-[[(2-chloro-2-fluoro-acetyl)-[(2-oxopyrrolidin-3-yl)methyl]amino]carbamoyl]-3-methyl-butyl]-1H-benzimidazole-2-carboxamide